5'-chloro-2'-{[2-(2-hydroxyethyl)piperidin-1-yl]methyl}-7',8'-dihydro-6'H-spiro[cyclohexane-1,9'-furo[2,3-f]quinazoline]-7'-one ClC=1C=C2C(=C3C4(NC(NC13)=O)CCCCC4)OC(=C2)CN2C(CCCC2)CCO